2-cyclopropyl-N-methyl-2-propylamine C1(CC1)C(C)(C)NC